(2Z)-3-(4-acryloylbutyl)-2H,3H-naphtho[2,1-d][1,3]oxazole C(C=C)(=O)CCCCN1COC2=C1C=CC1=CC=CC=C12